2-(4-(aminomethyl)phenyl)-N-(3-(diethylamino)propyl)benzo[4,5]imidazo[2,1-b]thiazole-7-carboxamide NCC1=CC=C(C=C1)C1=CN2C(S1)=NC1=C2C=CC(=C1)C(=O)NCCCN(CC)CC